C(C)(C)(C)OC(=O)C=1C(OC2=C(C1)C=CC=C2C=C)C(F)(F)F 8-vinyl-2-trifluoromethyl-2H-benzopyran-3-carboxylic acid tert-butyl ester